BrC1=CC=2C3=C(C=NC2C=C1)N(C(N3C3=CC(=C(C=C3)OC)F)=O)C 8-bromo-1-(3-fluoro-4-methoxyphenyl)-3-methyl-1,3-dihydro-2H-imidazo[4,5-c]quinolin-2-one